C(C)OC1=C(C2=CC=CC=C2C=C1)CN(CC1=CC(=CC=C1)CNCC1=NC=CC=C1)C1CCCC=2C=CC=NC12 N-[(2-ethoxy-1-naphthalenyl)methyl]-N'-(2-pyridinylmethyl)-N-(5,6,7,8-tetrahydro-8-quinolinyl)-1,3-benzenedimethanamine